ClC1=CC=C(C=C1)C\C(\C(=O)O)=N/OC1OCCCC1 (E)-3-(4-chlorophenyl)-2-(((tetrahydro-2H-pyran-2-yl)oxy)imino)propanoic acid